2-bromopyridin-4-formaldehyde BrC1=NC=CC(=C1)C=O